4,5-difluoro-2-nitrophenylacetic acid FC1=CC(=C(C=C1F)CC(=O)O)[N+](=O)[O-]